4-[4-(2-ethoxypyridin-3-yl)phenyl]-1-[2-methoxy-4-(trifluoromethyl)phenyl]-N-[(3R)-1-methylpyrrolidin-3-yl]piperidine-4-carboxamide C(C)OC1=NC=CC=C1C1=CC=C(C=C1)C1(CCN(CC1)C1=C(C=C(C=C1)C(F)(F)F)OC)C(=O)N[C@H]1CN(CC1)C